7-bromo-2-hydroxy-4H-pyrazino[1,2-a]pyrimidin-4-one BrC=1N=CC=2N(C(C=C(N2)O)=O)C1